O=C1CC(NC(C1)(C)C)(C)C 4-oxo-2,2,6,6-tetramethylpiperidine